europium bromide [Br-].[Eu+3].[Br-].[Br-]